5-[2-(2-hydroxyphenyl)-4,5-dihydrothiazol-4-yl]-1-methyl-pyrrolidine-2-carboxylic acid OC1=C(C=CC=C1)C=1SCC(N1)C1CCC(N1C)C(=O)O